1-bromo-3-((3-methylbut-2-en-1-yl)oxy)-5-propoxybenzene BrC1=CC(=CC(=C1)OCCC)OCC=C(C)C